Benzyl-(methylene)amine C(C1=CC=CC=C1)N=C